C(CCCCCCCCCCCCCCCCCCCCCC)(=O)O trieicosanoic acid